CC1=C(C(=C(C1(CC)[Zn]C1(C(=C(C(=C1C)C)C)C)CC)C)C)C bis(tetramethyl-ethylcyclopentadienyl)zinc